ClC=1C=C(C=2C(N1)=CN(N2)C2CCN(C1(CC1)C2)C(=O)OC(C)(C)C)C tert-butyl 7-(5-chloro-7-methyl-pyrazolo[4,3-b]pyridin-2-yl)-4-azaspiro[2.5]octane-4-carboxylate